NC1=CC=CC2=C1C=1N(C(O2)C(=O)N2[C@H]3C[C@H]3C[C@@H]2C(=O)NC2=NC(=CC=C2)Br)C2=C(C1)C=NC=N2 (1S,3R,5S)-2-(l-1-amino-6H-benzo[e]pyrimido[5',4':4,5]pyrrolo[1,2-c][1,3]oxazine-6-carbonyl)-N-(6-bromopyridin-2-yl)-2-azabicyclo[3.1.0]hexane-3-carboxamide